Butandithiol C(CCC)(S)S